tert-butyl 4-[[(E)-(1,3-dimethyl-5-phenoxypyrazol-4-yl)methylideneamino]oxymethyl]benzoate CN1N=C(C(=C1OC1=CC=CC=C1)\C=N\OCC1=CC=C(C(=O)OC(C)(C)C)C=C1)C